methyl 4-{[3-(3-cyclohexylpropoxy)phenyl] amino}-3-cyclopropylbenzoate C1(CCCCC1)CCCOC=1C=C(C=CC1)NC1=C(C=C(C(=O)OC)C=C1)C1CC1